Methallylamin C(C(C)=C)N